N[C@@H](C(=O)N1CC2=CC=C(C=C2C1)CNS(=O)(=O)N1CCNCC1)CC1=C(C=C(C=C1)Cl)Cl (R)-N-((2-(2-amino-3-(2,4-dichlorophenyl)propanoyl)isoindolin-5-yl)methyl)piperazine-1-sulfonamide